C(C)(=O)O.CN(CCCCCCC)C N,N-dimethylheptanamine acetate